(1S,4aS,4bR,6aS,8R,10aS,10bR,12aS)-N-benzyl-8-hydroxy-8-(methoxymethyl)-12a-methyloctadecahydrochrysene-1-carboxamide C(C1=CC=CC=C1)NC(=O)[C@H]1CCC[C@H]2[C@@H]3CC[C@H]4C[C@](CC[C@@H]4[C@H]3CC[C@]12C)(COC)O